Para-nitrophenylstearate [N+](=O)([O-])C1=CC=C(C=C1)OC(CCCCCCCCCCCCCCCCC)=O